2-(1-(4-methoxybenzyl)-1H-pyrazol-4-yl)-N-(3-(pyridin-2-yl)-1-(3,3,3-trifluoro-2-hydroxypropyl)-1H-pyrazol-4-yl)thiazole-4-carboxamide COC1=CC=C(CN2N=CC(=C2)C=2SC=C(N2)C(=O)NC=2C(=NN(C2)CC(C(F)(F)F)O)C2=NC=CC=C2)C=C1